Methyl 4-[2-(3-methyl-1,1-dioxo-thietan-3-yl)ethynyl]benzoate CC1(CS(C1)(=O)=O)C#CC1=CC=C(C(=O)OC)C=C1